ETHYL (4-BORONOBENZOYLAMINO)ACETATE B(O)(O)C1=CC=C(C(=O)NCC(=O)OCC)C=C1